OC(COC(C(C)OC1=C(C=C(C=C1)Cl)C)=O)C 2-(4-chloro-2-methylphenoxy)propionic acid-2-hydroxypropyl ester